3-chloro-5-(4-pyridylsulfonyl)benzonitrile ClC=1C=C(C#N)C=C(C1)S(=O)(=O)C1=CC=NC=C1